(2R,4R)-1-(2,6-dichlorophenethyl)-4-((3-fluoro-6-((5-meth-yl-1H-pyrazol-3-yl)amino)-pyridin-2-yl)methyl)-2-methyl-piperidine-4-carboxylic acid ClC1=C(CCN2[C@@H](C[C@@](CC2)(C(=O)O)CC2=NC(=CC=C2F)NC2=NNC(=C2)C)C)C(=CC=C1)Cl